O(C1=CC=CC=C1)CC(C=C)=O phenoxy-3-buten-2-one